OCCN=C(N)N 2-(2-hydroxyethyl)guanidine